C1(CC1)COC1=NC=CC=C1C(=O)N (cyclopropylmethoxy)pyridine-3-carboxamide